FC1=CC=C(C(=N1)C)C=1C=C2N(N1)C(N(C2)C=2C=NC=CC2)=O (6-fluoro-2-methylpyridin-3-yl)-5-(pyridin-3-yl)-4,5-dihydro-6H-imidazo[1,5-b]pyrazol-6-one